NC=1C=C(C(=NC1Cl)C1=NC(=NC(=N1)NC1CCC1)NC1CCC1)F 6-(5-amino-6-chloro-3-fluoropyridin-2-yl)-N2,N4-dicyclobutyl-1,3,5-triazine-2,4-diamine